2,4,4-trimethyl-6-oxocyclohex-1-en-1-yl acetate C(C)(=O)OC1=C(CC(CC1=O)(C)C)C